S1C(=NC2=C1C=CC=C2)NC(=O)C=2C=CC=C1CCN(CC21)C2=CC=C(C(=N2)C(=O)O)C=2C(=NN(C2C)CC21CC3CC(CC(C2)C3)C1)C 6-[8-(1,3-benzothiazol-2-ylcarbamoyl)-3,4-dihydroisoquinolin-2(1H)-yl]-3-[3,5-dimethyl-1-(tricyclo[3.3.1.13,7]dec-1-ylmethyl)-1H-pyrazol-4-yl]pyridine-2-carboxylic acid